FC(C(=O)[O-])(F)F tri-fluoroacetate